C=1(O)C(O)=CC=CC1 r-catechol